OC(=O)C(F)(F)F.FC1=C(C=CC=C1)O 2-fluorophenol TFA salt